1'-(4,8-dimethoxy-2-naphthoyl)-7-iodospiro[isochroman-3,4'-piperidine]-1-one COC1=CC(=CC2=C(C=CC=C12)OC)C(=O)N1CCC2(CC1)OC(C1=CC(=CC=C1C2)I)=O